NC1=C(C=C(C=C1)C1CC1)CS(=O)(=O)NC (2-amino-5-cyclopropylphenyl)-N-methylmethanesulfonamide